1-decyl-2-butylpyridinium fluoride [F-].C(CCCCCCCCC)[N+]1=C(C=CC=C1)CCCC